BrC(C(=O)C1=CNC2=C(C(=CC=C12)OC)C)C1=C(C=C(C=C1)Cl)OC 2-bromo-2-(4-chloro-2-methoxyphenyl)-1-(6-methoxy-7-methyl-1H-indol-3-yl)ethanone